8-amino-2-(2-cyclopropyl-4-methoxyphenyl)-3-(oxazol-5-ylmethyl)benzo[4,5]thieno[2,3-d]pyrimidin-4(3H)-one NC1=CC=CC2=C1SC=1N=C(N(C(C12)=O)CC1=CN=CO1)C1=C(C=C(C=C1)OC)C1CC1